4-amino-1-[(2R,4S,5R)-4-[(tert-butyldimethylsilyl)oxy]-5-{[(tert-butyldiphenylsilyl)oxy]methyl}-5-(propa-1,2-dien-1-yl)oxolan-2-yl]-5-fluoropyrimidin-2-one NC1=NC(N(C=C1F)[C@@H]1O[C@]([C@H](C1)O[Si](C)(C)C(C)(C)C)(C=C=C)CO[Si](C1=CC=CC=C1)(C1=CC=CC=C1)C(C)(C)C)=O